C(C)C1=NN2C(C=C(C(=C2)F)N2C(C(NC(C2([2H])[2H])([2H])[2H])([2H])[2H])([2H])[2H])=C1N(C=1SC(=C(N1)C1=CC=C(C=C1)F)C#N)C 2-((2-ethyl-6-fluoro-5-(piperazin-1-yl-2,2,3,3,5,5,6,6-d8)pyrazolo[1,5-a]pyridin-3-yl)(methyl)amino)-4-(4-fluorophenyl)thiazole-5-carbonitrile